[OH-].C(C=C)C(=CC(=O)CCC[NH3+])CC=C diallylacrylpropylammonium hydroxide